sodium 2,4,6-triethylbenzenesulfinate Succinimidyl-6-(β-Maleimidopropionamido)hexanoate C1(CCC(N1C(C(=O)[O-])CCCCNC(CCN1C(C=CC1=O)=O)=O)=O)=O.C(C)C1=C(C(=CC(=C1)CC)CC)S(=O)O.[Na+]